(1R,3S,5R)-N-(2'-chloro-2-fluoro-[1,1'-biphenyl]-3-yl)2-azabicyclo[3.1.0]hexane-3-carboxamide hydrochloride Cl.ClC1=C(C=CC=C1)C1=C(C(=CC=C1)NC(=O)[C@H]1N[C@@H]2C[C@@H]2C1)F